Cl.NC/C(/CN1N=CN(C1=O)CC=1SC(=CC1)C1=CC=C(C=C1)C1=NOC=C1)=C\F 2-[(2E)-2-(aminomethyl)-3-fluoroprop-2-en-1-yl]-4-({5-[4-(1,2-oxazol-3-yl)phenyl]thiophen-2-yl}methyl)-2,4-dihydro-3H-1,2,4-triazol-3-one hydrochloride